C(C)OC(C(CC)OC1=C(C=C(C=C1F)C1=CC=C2C(=CN(C2=C1)C(C)C)Cl)F)=O 4-(3-chloro-1-isopropyl-1H-indol-6-yl)-2,6-difluoro-phenoxyl-butanoic acid ethyl ester